O[C@H]1[C@@H](C2=CC=CC=C2C(C1)(C)C)NC(=O)NC=1C(=NC(=C(C1)C)C=1C=NNC1)C1CCOCC1 1-((1r,2r)-2-hydroxy-4,4-dimethyl-1,2,3,4-tetrahydronaphthalen-1-yl)-3-(5-methyl-6-(1H-pyrazol-4-yl)-2-(tetrahydro-2H-pyran-4-yl)pyridin-3-yl)urea